Cl.CNC dimethyl-amine HCl